C1=C(O[C@H]([C@@H]([C@H]1O)O)O[C@@H]2[C@H](O[C@@H]([C@@H]([C@H]2O)NS(=O)(=O)O)O[C@H]3[C@@H]([C@H](C(OC3C(=O)O)O[C@@H]4[C@H](O[C@@H]([C@@H]([C@H]4O)NS(=O)(=O)O)O[C@H]5[C@@H]([C@H](C(OC5C(=O)O)O[C@@H]6[C@H](O[C@@H]([C@@H]([C@H]6O)NS(=O)(=O)O)O[C@H]7[C@@H]([C@H](C(OC7C(=O)O)O[C@@H]8[C@H](O[C@@H]([C@@H]([C@H]8O)NS(=O)(=O)O)O)CO)OS(=O)(=O)O)O)CO)OS(=O)(=O)O)O)CO)OS(=O)(=O)O)O)CO)C(=O)O The molecule is a heparin octasaccharide consisting of 4-deoxy-alpha-L-threo-hex-4-enopyranuronosyl, 2-deoxy-2-(sulfoamino)-alpha-D-glucopyranosyl, (5xi)-2-O-sulfo-D-xylo-hexopyranuronosyl, 2-deoxy-2-(sulfoamino)-alpha-D-glucopyranosyl, (5xi)-2-O-sulfo-D-xylo-hexopyranuronosyl, 2-deoxy-2-(sulfoamino)-alpha-D-glucopyranosyl, (5xi)-2-O-sulfo-D-xylo-hexopyranuronosyl, and 2-deoxy-2-(sulfoamino)-alpha-D-glucopyranose units joined in sequence by (1->4) linkages. Sequence: DHexA-GlcNSO3-HexA(2SO4)-GlcNSO3-HexA(2SO4)-GlcNSO3-HexA(2SO4)-GlcNSO3. It is a heparin octasaccharide, an oligosaccharide sulfate and an amino octasaccharide.